2-((dimethylamino)methyl)-1-(4-((4-((5-(furan-2-yl)-2-methoxyphenyl)amino)-7-methoxyquinazolin-6-yl)oxy)piperidin-1-yl)prop-2-en-1-one CN(C)CC(C(=O)N1CCC(CC1)OC=1C=C2C(=NC=NC2=CC1OC)NC1=C(C=CC(=C1)C=1OC=CC1)OC)=C